FC(C=1C=CC2=C(CC(O2)C=2C=C(C#N)C=CC2)C1)F m-[5-(difluoromethyl)-2,3-dihydro-1-benzofuran-2-yl]benzonitrile